(S)-2-(1-acryloylpyrrolidin-2-yl)-1-amino-4-(4-((4-methoxypyridin-2-yl)carbamoyl)phenyl)-1H-imidazole-5-carboxamide C(C=C)(=O)N1[C@@H](CCC1)C=1N(C(=C(N1)C1=CC=C(C=C1)C(NC1=NC=CC(=C1)OC)=O)C(=O)N)N